O(C)C1=CC=C2C(=CC(NC2=C1)=O)C 7-methoxyl-4-methyl-2(1H)-quinolinone